(S)-neopentyl 2-(((S)-(((2R,3S,4R,5R)-5-(4-aminopyrrolo[2,1-f][1,2,4]triazin-7-yl)-5-cyano-3,4-dihydroxytetrahydrofuran-2-yl)methoxy)(phenoxy)phosphoryl)amino)propanoate NC1=NC=NN2C1=CC=C2[C@]2([C@@H]([C@@H]([C@H](O2)CO[P@](=O)(OC2=CC=CC=C2)N[C@H](C(=O)OCC(C)(C)C)C)O)O)C#N